NC1=NC=C(C=C1C=C)C=C 2-amino-3,5-divinylpyridine